CNC(CNC(=O)N1CC2=CC=CC=C2C1)C1=CC=CC=C1 N-(2-(methylamino)-2-phenylethyl)isoindoline-2-carboxamide